5-chloro-2-(4-{[(3R)-oxacyclopent-3-yl]amino}imidazo[1,5-d][1,2,4]triazin-1-yl)phenol ClC=1C=CC(=C(C1)O)C=1C=2N(C(=NN1)N[C@H]1COCC1)C=NC2